CN(C1=CC2=C(C=N1)N=C(N2)C2=C(C=1C(NC2=O)=CN(N1)C)N[C@@H](C(C)C)C1=NC=CC=N1)C (S)-6-(6-(dimethylamino)-1H-imidazo[4,5-c]pyridin-2-yl)-2-methyl-7-((2-methyl-1-(pyrimidin-2-yl)propyl)amino)-2H-pyrazolo[4,3-b]pyridin-5(4H)-one